CSC1=C(C=C(C(=C1)N)SC)N 2,5-dimethylmercaptobenzene-1,4-diamine